1-(4-((3-(2-(((3S,5S)-5-fluoropiperidin-3-yl)amino)pyrimidin-4-yl)pyridin-2-yl)oxy)phenyl)-3-(4-((4-methylpiperazin-1-yl)methyl)-3-(trifluoromethyl)phenyl)urea hydrochloride Cl.F[C@H]1C[C@@H](CNC1)NC1=NC=CC(=N1)C=1C(=NC=CC1)OC1=CC=C(C=C1)NC(=O)NC1=CC(=C(C=C1)CN1CCN(CC1)C)C(F)(F)F